perhydropiperidine N1CCCCC1